(cis)-3-((2-amino-7-(1H-pyrazol-5-yl)quinazolin-4-yl)amino)-1-methylcyclobutan-1-ol NC1=NC2=CC(=CC=C2C(=N1)NC1CC(C1)(O)C)C1=CC=NN1